formyloxy-1,3-propanediol C(=O)OC(CCO)O